4-(((7-hydroxyquinazolin-4-yl)amino)methyl)phenylboronic acid OC1=CC=C2C(=NC=NC2=C1)NCC1=CC=C(C=C1)B(O)O